COC(=O)C=1C=2N=CC(=NC2C=CC1)C#CC1=C(C=C(C=C1)OCC=1C(=NOC1C1CC1)C1=C(C=CC=C1Cl)Cl)Cl ((2-chloro-4-((5-cyclopropyl-3-(2,6-dichlorophenyl)isoxazol-4-yl)methoxy)phenyl)ethynyl)quinoxaline-5-carboxylic acid methyl ester